ClC=1C=C(NC2(CCC3(C(CC4=CC=CC=C34)C[C@H](COC3=CC=NC=4[C@H](CC[C@H](C34)C)O)C)CC2)C(=O)O)C=CC1 4-(3-Chloroanilino)-2'-[(2R)-3-{[(5R,8S)-8-hydroxy-5-methyl-5,6,7,8-tetrahydroquinolin-4-yl]oxy}-2-methylpropyl]-2',3'-dihydrospiro[cyclohexane-1,1'-indene]-4-carboxylic acid